7-(Difluoromethyl)-2,2-dimethyl-5-(pyridin-2-ylmethoxy)-4H-benzo[d][1,3]dioxin-4-one FC(C=1C=C(C2=C(OC(OC2=O)(C)C)C1)OCC1=NC=CC=C1)F